C(C)N1C2=CC=CC=C2C=2C=C(C=CC12)C=CC(=O)C1=C(C=CC=C1)O 3-(9-Ethyl-9H-carbazole-3-yl)-1-(2-hydroxyphenyl)-2-propene-1-one